C(C=C)(=O)N1C[C@@H](N(CC1)C1=NC(N2C3=C(C(=C(C=C13)Cl)C1=C(C=CC=C1F)F)SCC2)=O)C (S)-7-(4-acryloyl-2-methylpiperazin-1-yl)-9-chloro-10-(2,6-difluorophenyl)-2,3-dihydro-5H-[1,4]thiazino[2,3,4-ij]quinazolin-5-one